4-α-hydroxyisopropylphenyl ethyl ketone C(C)C(=O)C1=CC=C(C=C1)C(C)(C)O